(2-(difluoromethoxy)-4-fluorophenyl)ethan-1-one FC(OC1=C(C=CC(=C1)F)C(C)=O)F